OCC(C1=CC[C@H]2[C@@H]3C=CC4=CC(CC[C@]4(C)[C@H]3CC[C@]12C)=O)=O hydroxypregna-4,6,16-triene-3,20-dione